P(Cl)(Cl)(Cl)(Cl)Cl.NC(=O)N urea phosphorus pentachloride